2-(2-(N-(tert-butoxycarbonyl)sulfamoyl)vinyl)-2-methylpyrrolidine-1-carboxylic acid tert-butyl ester C(C)(C)(C)OC(=O)N1C(CCC1)(C)C=CS(NC(=O)OC(C)(C)C)(=O)=O